[Sn].FC=1C=C2C=C(NC2=CC1)C(CCCC)=O 1-(5-fluoro-1H-indol-2-yl)pentan-1-one tin